N[C@@H](CCC(=O)[O-])C(=O)[O-].[Na+].N[C@@H](CS)C(=O)O.[Na+] cysteine sodium glutamate